NC1=C(C(=NC=N1)OC1=C(C=C(C=C1)NC(=O)C=1N=NN(C1C)C1=CC=CC=C1)F)Cl N-[4-(6-amino-5-chloro-pyrimidin-4-yl)oxy-3-fluorophenyl]-5-methyl-1-phenyl-triazole-4-carboxamide